OCCOC(NCC1=CC=CC=C1)=O (2-hydroxyethyl)benzylcarbamate